(Z)-methyl 2-((4-((6-((2,6-difluorobenzyl)sulfonyl)-3-oxo-3,4-dihydro-2H-benzo[b][1,4]thiazin-2-ylidene)methyl)phenyl)amino)acetate FC1=C(CS(=O)(=O)C2=CC3=C(S\C(\C(N3)=O)=C/C3=CC=C(C=C3)NCC(=O)OC)C=C2)C(=CC=C1)F